CN(C)CC1CCC(CC1)NC=1N=CC2=C(N1)N(C(C(=C2)C2=CC(=C(C=C2)NS(=O)(=O)CCC(F)(F)F)F)=O)C(C)C N-(4-(2-((4-((dimethylamino)methyl)cyclohexyl)amino)-8-isopropyl-7-oxo-7,8-dihydropyrido[2,3-d]pyrimidin-6-yl)-2-fluorophenyl)-3,3,3-trifluoropropane-1-sulfonamide